ClC=1C=C2C(C(CSC2=CC1)C)=O 6-chloro-3-methylthiochroman-4-one